CN1CC=2C=C(C=NC2CC1)NC=1N=CC2=C(N1)CN(CC2)C2=C(C=NS2)C 6-methyl-N-[7-(4-methyl-1,2-thiazol-5-yl)-5H,6H,8H-pyrido[3,4-d]pyrimidin-2-yl]-7,8-dihydro-5H-1,6-naphthyridin-3-amine